CC1=CC(=NN(C1=O)C=1C=NC=C(C1)C=1N(N=NC1)C)C(=O)O 5-Methyl-1-[5-(3-methyltriazol-4-yl)-3-pyridyl]-6-oxo-pyridazine-3-carboxylic acid